4-((2-(4-(Trifluoromethyl)phenyl)imidazo[1,2-a]pyridin-3-yl)amino)benzoic acid FC(C1=CC=C(C=C1)C=1N=C2N(C=CC=C2)C1NC1=CC=C(C(=O)O)C=C1)(F)F